C1(=CC=CC=C1)C1=CC=C(C=C1)C1=CC=CC=C1 1,4-diphenylbenzene